cyanoisophorone C(#N)C=1C(=O)CC(CC1C)(C)C